C(C1CC(C(C(C1)C)N)C)C1CC(C(C(C1)C)N)C 4,4'-methylenebis(2,6-dimethylcyclohexylamine)